2,2-bis[3-cyclohexyl-4-(2-hydroxyethoxy)phenyl]propane bis[4-(1,1,3,3-tetramethyl-butyl)phenyl]-2,2-bis(3,5-di-tert-butyl-4-hydroxybenzyl)malonate S-ethyl-propanethioate C(C)S=C(CC)O.CC(CC(C)(C)C)(C)C1=CC=C(C=C1)OC(C(C(=O)OC1=CC=C(C=C1)C(CC(C)(C)C)(C)C)(CC1=CC(=C(C(=C1)C(C)(C)C)O)C(C)(C)C)CC1=CC(=C(C(=C1)C(C)(C)C)O)C(C)(C)C)=O.C1(CCCCC1)C=1C=C(C=CC1OCCO)C(C)(C)C1=CC(=C(C=C1)OCCO)C1CCCCC1